thiooxamic acid ethyl ester C(C)OC(C(=O)N)=S